6-[3-[1-[[4-chloro-6-(trifluoromethyl)-1,3-benzoxazol-2-yl]-methyl-amino]ethyl]pyrazin-2-yl]pyridine-3-carbonitrile ClC1=CC(=CC2=C1N=C(O2)N(C(C)C=2C(=NC=CN2)C2=CC=C(C=N2)C#N)C)C(F)(F)F